methyl (S)-5-(3-(bromomethyl)-7-chloro-2-methyl-1,1-dioxido-dioxido-5-phenyl-2,3,4,5-tetrahydrobenzo[f][1,2,5]thiadiazepin-8-yl)-2-fluorobenzoate BrC[C@H]1N(S(C2=C(N(C1([O-])[O-])C1=CC=CC=C1)C=C(C(=C2)C=2C=CC(=C(C(=O)OC)C2)F)Cl)(=O)=O)C